NC(COC(C(F)(F)F)(C)C)C=1N=C2N(N=C(C(=N2)C2CCOCC2)C[C@@H]2C(NC[C@@H](C2)C(F)(F)F)=O)C1 (3R,5R)-3-((6-(1-amino-2-((1,1,1-trifluoro-2-methylpropan-2-yl)oxy)ethyl)-3-(tetrahydro-2H-pyran-4-yl)imidazo[1,2-b][1,2,4]triazin-2-yl)methyl)-5-(trifluoromethyl)piperidin-2-one